C(C(=C)C)(=O)OCCC[Si](CC)(CC)OCC methacryloxypropyl-ethoxydiethyl-silane